1-((3R)-1-(2-(1H-1,2,4-triazol-1-yl)propanoyl)piperidin-3-yl)-3-((5-chloro-1H-indol-2-yl)methyl)-1-methylurea N1(N=CN=C1)C(C(=O)N1C[C@@H](CCC1)N(C(=O)NCC=1NC2=CC=C(C=C2C1)Cl)C)C